(S)-2-((3-(oxacyclohex-2-ylmethoxy)phenyl)sulfonyl)ethanol O1[C@@H](CCCC1)COC=1C=C(C=CC1)S(=O)(=O)CCO